racemic-homoserine N[C@@H](CCO)C(=O)O |r|